Propyldifluoropropionat C(CC)CC(C(=O)[O-])(F)F